14-hydroxy-4,6,8,10,12-pentamethylpentadecyloxy benzyloxymethyl ether C(C1=CC=CC=C1)OCOOCCCC(CC(CC(CC(CC(CC(C)O)C)C)C)C)C